(+/-)-4-(4-{[2-(1,3-Dimethyl-1H-pyrazol-4-yl)pyrrolidin-1-yl]methyl}-2-fluorophenoxy)benzamid CN1N=C(C(=C1)[C@@H]1N(CCC1)CC1=CC(=C(OC2=CC=C(C(=O)N)C=C2)C=C1)F)C |r|